S1C=NC2=C1C=C(C=C2)NC2=C(C(=CC(=C2)C)N)Cl N1-(benzo[d]thiazol-6-yl)-2-chloro-5-methylbenzene-1,3-diamine